FC(C1=NN=C(O1)C1=CC(=C(CN(C(=O)N2CCSCC2)C2=CC(=CC=C2)C=2C=NC=CC2)C=C1)F)F N-(4-(5-(difluoromethyl)-1,3,4-oxadiazol-2-yl)-2-fluorobenzyl)-N-(3-(pyridin-3-yl)phenyl)thiomorpholin-4-carboxamide